(S)-2-((4-(2-((2,4-dichlorobenzofuran-7-yl)methoxy)pyridin-3-yl)piperidin-1-yl)methyl)-1-(oxetan-2-ylmethyl)-1H-benzo[d]imidazole-6-carboxylic acid methyl ester COC(=O)C=1C=CC2=C(N(C(=N2)CN2CCC(CC2)C=2C(=NC=CC2)OCC2=CC=C(C=3C=C(OC32)Cl)Cl)C[C@H]3OCC3)C1